OCC1CNC(NC1)=O 5-(hydroxymethyl)tetrahydropyrimidin-2(1H)-one